C1(=CC=CC=C1)C=1[Se](C=CC1)=O phenylselenophenone